N-(2-(2-(2-azidoethoxy)ethoxy)ethyl)-2-oxo-2-(2-phenyl-1H-indol-3-yl)acetamide N(=[N+]=[N-])CCOCCOCCNC(C(C1=C(NC2=CC=CC=C12)C1=CC=CC=C1)=O)=O